azacyclooctyl bromide N1(CCCCCCC1)Br